ClC=1N=C2C(=C(C(N(C2=CC1)C)=O)C#N)N1CCN(CC1)CC1=C(C=CC(=C1)C)F 6-chloro-4-{4-[(2-fluoro-5-methylphenyl)methyl]piperazin-1-yl}-1-methyl-2-oxo-1,2-dihydro-1,5-naphthyridine-3-carbonitrile